NCCOC=CNCC(=O)O Aminoethoxyvinylglycine